methyl-N-(1-methyl-1H-pyrazol-3-yl)-4-[(1-methylcyclopropyl)amino]furo[2,3-d]pyrimidine-5-carboxamide CC=1N=C(C2=C(N1)OC=C2C(=O)NC2=NN(C=C2)C)NC2(CC2)C